7-Fluoro-N-(3-(1-(2,2,2-trifluoroethyl)-1H-pyrazolo[4,3-c]pyridin-6-yl)-1H-pyrazol-4-yl)-4-azaspiro[2.5]octane-4-carboxamide FC1CCN(C2(CC2)C1)C(=O)NC=1C(=NNC1)C1=CC2=C(C=N1)C=NN2CC(F)(F)F